FC=1C=NC=CC1C1=CC(=NC2=C(N=CC=C12)C1=CC=NN1)N1[C@@H](COCC1)C 4-(3-fluoropyridin-4-yl)-2-[(3R)-3-methylmorpholin-4-yl]-8-(1H-pyrazol-5-yl)-1,7-naphthyridine